CC1=CN(C2=CC=CC=C12)C(=O)[C@H]1[C@H]([C@@H]2CC[C@H]1O2)C(=O)O (1S,2R,3S,4R)-3-(3-methyl-1H-indole-1-carbonyl)-7-oxabicyclo[2.2.1]heptane-2-carboxylic acid